N-[6-(5-chloro-1,3-benzoxazol-2-yl)spiro[3.3]Heptane-2-yl]-5-(cyclobutanecarbonylaminosulfonyl)furan-2-carboxamide ClC=1C=CC2=C(N=C(O2)C2CC3(CC(C3)NC(=O)C=3OC(=CC3)S(=O)(=O)NC(=O)C3CCC3)C2)C1